(3S,4R)-3-fluoro-1-(4-((5-isopropyl-8-((2R,3S)-2-methyl-3-((methylsulfonyl)methyl)azetidin-1-yl)isoquinolin-3-yl)amino)pyrimidin-2-yl)piperidin-4-ol F[C@H]1CN(CC[C@H]1O)C1=NC=CC(=N1)NC=1N=CC2=C(C=CC(=C2C1)C(C)C)N1[C@@H]([C@H](C1)CS(=O)(=O)C)C